2-benzyl 1-(tert-butyl) (2R,4R)-4-azidopyrrolidine-1,2-dicarboxylate N(=[N+]=[N-])[C@@H]1C[C@@H](N(C1)C(=O)OC(C)(C)C)C(=O)OCC1=CC=CC=C1